3-methyl-5-(N-(2-methylphenylethyl)sulfamoyl)benzofuran-2-carboxylic acid CC1=C(OC2=C1C=C(C=C2)S(NCCC2=C(C=CC=C2)C)(=O)=O)C(=O)O